(S)-3-(3-chloro-4-fluorophenyl)-1-(1-(6,7-difluoro-1-oxo-1,2-dihydroisoquinolin-4-yl)ethyl)-1-methylurea ClC=1C=C(C=CC1F)NC(N(C)[C@@H](C)C1=CNC(C2=CC(=C(C=C12)F)F)=O)=O